Methyl (Z)-2-((tert-butoxycarbonyl)amino)-3-(6,7-dimethyl-2-oxo-1,2-dihydroquinolin-3-yl)acrylate C(C)(C)(C)OC(=O)N\C(\C(=O)OC)=C/C=1C(NC2=CC(=C(C=C2C1)C)C)=O